C(C1=CC=CC=C1)OC([C@H](C(C)C)NCCC1(CN(CC1)C(=O)[O-])C(=O)OC)=O 3-methyl 3-(2-(((S)-1-(benzyloxy)-3-methyl-1-oxobutan-2-yl)amino)ethyl)pyrrolidine-1,3-dicarboxylate